FC=1C=CC=2N(C3=CC=C(C=C3C2C1)F)CC(CN1C(C(CC1)C)=O)(C)O 1-(3-(3,6-difluoro-9H-carbazol-9-yl)-2-hydroxy-2-methylpropyl)-3-methylpyrrolidin-2-one